dicholine succinate salt C(CCC(=O)[O-])(=O)[O-].OCC[N+](C)(C)C.OCC[N+](C)(C)C